1-((1s,4s)-4-((tert-butyldimethylsilyl)-oxy)cyclohexyl)-2-methylpropan-2-amine [Si](C)(C)(C(C)(C)C)OC1CCC(CC1)CC(C)(N)C